8-(1-((4-chloro-2-(4,4,5,5-tetramethyl-1,3,2-dioxaborolan-2-yl)phenyl)amino)ethyl)-2-isopropyl-3,6-dimethyl-4H-chromen-4-one ClC1=CC(=C(C=C1)NC(C)C=1C=C(C=C2C(C(=C(OC12)C(C)C)C)=O)C)B1OC(C(O1)(C)C)(C)C